C(C)(C)(C)OC(=O)N[C@@H]1CN(CCC1)C1=NC=2N(C=C1)N=CC2C(=O)NC=2C(=NN(C2)C2CCN(CC2)C(=O)[O-])C(F)F (S)-4-(4-(5-(3-((tert-butoxycarbonyl)amino)piperidin-1-yl)pyrazolo[1,5-a]pyrimidine-3-carboxamido)-3-(Difluoromethyl)-1H-pyrazol-1-yl)piperidine-1-carboxylate